FC=1C=C(C(NC1)=O)C(CO)N1N=CC(=C1)NC([C@H](C1CCC(CC1)C)NC(=O)C=1N(N=CC1)C(C)C)=O N-[(1S)-2-[[1-[1-(5-fluoro-2-oxo-1H-pyridin-3-yl)-2-hydroxy-ethyl]pyrazol-4-yl]amino]-1-(4-methylcyclohexyl)-2-oxo-ethyl]-2-isopropyl-pyrazole-3-carboxamide